O=C1C=C(C[C@@H](N1C(=O)OC(C)(C)C)C(=O)OC(C)(C)C)C1=CC=C(C=C1)C=1C=NC=CC1 di-tert-butyl (R)-6-oxo-4-(4-(pyridin-3-yl) phenyl)-3,6-dihydropyridine-1,2(2H)-dicarboxylate